ClN1C=2C=CC=CC2C(C2=CC=CC=C12)=O 10-chloro-9-acridone